((3S,5R)-4-(2-fluoro-4-methoxybenzoyl)-3,5-dimethylpiperazin-1-yl)(2-fluoro-5-methoxyphenyl)methanone FC1=C(C(=O)N2[C@H](CN(C[C@H]2C)C(=O)C2=C(C=CC(=C2)OC)F)C)C=CC(=C1)OC